5-(4,4,5,5-tetramethyl-1,3,2-dioxaborolan-2-yl)-2-(1,5,5-trimethylpiperidin-3-yl)benzo[d]thiazole CC1(OB(OC1(C)C)C=1C=CC2=C(N=C(S2)C2CN(CC(C2)(C)C)C)C1)C